CN1C=CN2N=CC(=C21)C(=O)N2CC1(C2)CC(C1)NC(=O)NC1=CC(=CC=C1)C(C(F)(F)F)(F)F 1-(2-(1-methyl-1H-imidazo[1,2-b]pyrazole-7-carbonyl)-2-azaspiro[3.3]heptan-6-yl)-3-(3-(perfluoroethyl)phenyl)urea